COC=1C=C2C(=NC1C1=C3CCC(C3=CC=C1)C#N)C(=NN2)C=2C=NN(C2)C2(CCNCC2)[2H] 4-(6-methoxy-3-(1-(piperidin-4-yl-4-d)-1H-pyrazol-4-yl)-1H-pyrazolo[4,3-b]pyridin-5-yl)-2,3-dihydro-1H-indene-1-carbonitrile